S(=O)([O-])OS(=O)[O-].[K+].CC(CC(C)=O)(C)NC(C=C)=O.[K+] N-(1,1-dimethyl-3-oxo-butyl)acrylamide Potassium disulphite